CC1=CC=C(C=C1)S(=O)([O-])=S.[Na+].NC1=CC=C(C=C1)S(=O)(=O)NCC(C)OC 4-amino-N-(2-methoxypropyl)benzenesulfonamide sodium 4-methylbenzenesulfonothioate